ethyl 3-((4-(ethylamino)-6-(1H-pyrazol-1-yl)-1,3,5-triazin-2-yl)amino)propanoate C(C)NC1=NC(=NC(=N1)N1N=CC=C1)NCCC(=O)OCC